C[C@@H]1N(CCNC1)C(=O)OC=1C=C2C(=CC=NC2=CC1OC)OC=1C(=C2C=C(NC2=CC1)C)F 4-((4-fluoro-2-methyl-1H-indol-5-yl) oxy)-7-methoxyquinolin-6-yl (S)-2-methylpiperazine-1-carboxylate